FC1=C(C=CC=C1)N1CC(CC1=O)C(=O)O 1-(2-fluorophenyl)-5-oxopyrrolidine-3-carboxylic acid